NC=1N=CC=C2C(=CN=CC12)NC(C(=O)N1[C@H](CC[C@@H](C1)C)C=1C=CC2=C(N=C(S2)C2CN(C2)C)C1)=O N-(8-amino-2,7-naphthyridin-4-yl)-2-((2R,5S)-5-methyl-2-(2-(1-methylazetidin-3-yl)benzo[d]thiazol-5-yl)piperidin-1-yl)-2-oxoacetamide